FC(C)(F)C1=CC=C(C=C1)C1=CC(=C(C(=C1)F)N1C(C2(N3C1=NC=C3I)CC2)=O)F 7'-[4-[4-(1,1-difluoroethyl)phenyl]-2,6-difluoro-phenyl]-3'-iodo-spiro[cyclopropane-1,5'-imidazo[1,2-a]imidazole]-6'-one